BrC1=C(C=C2C(=NC(=NC2=C1F)OC1CCOCC1)N1[C@@H]2CN([C@H](C1)C2)C(=O)[O-])I (1S,4S)-5-{7-bromo-8-fluoro-6-iodo-2-[(oxane-4-yl)oxy]quinazolin-4-yl}-2,5-diazabicyclo[2.2.1]heptane-2-carboxylate